2,6-difluoro-N-(2-methoxy-5-(4,4,5,5-tetramethyl-1,3,2-dioxaborolan-2-yl)pyridine-3-yl)benzenesulfonamide FC1=C(C(=CC=C1)F)S(=O)(=O)NC=1C(=NC=C(C1)B1OC(C(O1)(C)C)(C)C)OC